[Pb].C(CCCCCO)O 1,6-hexanediol lead